[Si](C1=CC=CC=C1)(C1=CC=CC=C1)(C(C)(C)C)OC[C@]12CCCN2[C@@H](CC1)C=O (3S,7aS)-7a-(((tert-butyldiphenylsilyl)oxy)methyl)hexahydro-1H-pyrrolizine-3-carbaldehyde